2-chloro-5,6,7,8-tetrahydropyrido[3,4-d]pyrimidin-4-yl-2-(cyanomethyl)-5-methylpiperazine-1-carboxylate ClC=1N=C(C2=C(N1)CNCC2)OC(=O)N2C(CNC(C2)C)CC#N